C(C)(C)C1C(NC(C(N1)=O)C(C)C)=O 3,6-diisopropylpiperazine-2,5-dione